C1(CCCC1)C(=O)N1[C@@H](CN(CC1)C1=NC(=NC=C1C#N)C=1C=NN(C1)C)C 4-[(3R)-4-(cyclopentylcarbonyl)-3-methylpiperazin-1-yl]-2-(1-methyl-1H-pyrazol-4-yl)pyrimidine-5-carbonitrile